COC(C(COS(=O)(=O)C)(C)C)=O 2,2-dimethyl-3-((methylsulfonyl)oxy)propionic acid methyl ester